N1(CCNCC1)C(CCC(=O)[O-])C(=O)[O-] piperazine-glutarate